CN1N=CC(=C1C1CCN(CC1)C1=CC(=C(C(=N1)C(F)(F)F)C=C)N1CC(C1)N1CCN(CC1)C(=O)OC(C)(C)C)C tert-butyl 4-(1-(6-(4-(1,4-dimethyl-1H-pyrazol-5-yl)piperidin-1-yl)-2-(trifluoromethyl)-3-vinylpyridin-4-yl)azetidin-3-yl)piperazine-1-carboxylate